2-isopentyl-2-benzyl-1,3-dimethoxypropane C(CC(C)C)C(COC)(COC)CC1=CC=CC=C1